CC(C1=CC=C(C=C1)C1=NOC(=N1)C(F)(F)F)O alpha-methyl-4-[5-(trifluoromethyl)-1,2,4-oxadiazol-3-yl]benzyl alcohol